ClC1=C(C=C2C=C(N(C2=C1)CC1CC1)C1=NC2=C(N1C)C(=CC(=C2)C(=O)OC)OC)F methyl 2-(6-chloro-1-(cyclopropylmethyl)-5-fluoro-1H-indol-2-yl)-7-methoxy-1-methyl-1H-benzo[d]imidazole-5-carboxylate